C(CCCCCCC)OC(CC\C=C/C#CC=C)OCCCCCCCC 9,9-dioctyloxy-(5Z)-1,5-nonadien-3-yne